[3-fluoro-5-(4,4,5,5-tetramethyl-1,3,2-dioxaborolan-2-yl)phenyl]methanol FC=1C=C(C=C(C1)B1OC(C(O1)(C)C)(C)C)CO